CC1=C(C2=C(OCCO2)C(=C1)C)N1CCNCC1 6,8-Dimethyl-5-(piperazin-1-yl)-2,3-dihydro-1,4-benzodioxine